4-(3-chlorophenyl)-1,4-benzoxazine ClC=1C=C(C=CC1)N1C=COC2=C1C=CC=C2